N-(5,6-difluoro-1H-indol-3-yl)-N'-[2-(1,2,3,4-tetrahydroquinolin-1-yl)ethyl]ethanediamide FC=1C=C2C(=CNC2=CC1F)NC(C(=O)NCCN1CCCC2=CC=CC=C12)=O